3-Indolesulfonamide N1C=C(C2=CC=CC=C12)S(=O)(=O)N